FC(S(=O)(=O)[N-]S(=O)(=O)C(F)(F)F)(F)F bis((trifluoro-meth-yl)sulfonyl)amide